C(C)(=O)N[C@H]1C[C@H](CCC1)C(=O)NC1=NC=C(C(=C1)C=1C=NN2C1CCCCC2)Cl (1s,3r)-3-acetamido-N-(5-chloro-4-(5,6,7,8-tetrahydro-4H-pyrazolo[1,5-a]azepin-3-yl)pyridin-2-yl)cyclohexanecarboxamide